M-quaterphenyl C1(=CC=CC=C1)C1=CC(=CC=C1)C1=CC(=CC=C1)C1=CC=CC=C1